ClC1=C(C=CC(=C1)N1CCOCC1)CNC1=NN2C(NC(=CC2=O)CCC)=N1 2-[(2-chloro-4-morpholino-phenyl)methylamino]-5-propyl-4H-[1,2,4]triazolo[1,5-a]-pyrimidin-7-one